C1(CC1)[C@H]1C2=C(N(C([C@]1(NC(C1=CC(=CC=C1)C(F)(F)F)=O)C)=O)CC)N(N=C2C(=O)O)C2CCOCC2 (4S,5S)-4-cyclopropyl-7-ethyl-5-methyl-6-oxo-1-(tetrahydro-2H-pyran-4-yl)-5-(3-(trifluoromethyl)benzamido)-4,5,6,7-tetrahydro-1H-pyrazolo[3,4-b]pyridine-3-carboxylic acid